CC1=NN(C=C1[N+](=O)[O-])C1C(OCC1)=O 3-(3-methyl-4-nitro-pyrazol-1-yl)tetrahydrofuran-2-one